ClCC(=O)N(CC1=CC=C(C=C1)F)C1=CC(=C(C=C1)OC)Cl 2-chloro-N-(3-chloro-4-methoxy-phenyl)-N-[(4-fluorophenyl)methyl]acetamide